4-{N-[7-bromo-2-(4-methoxyphenyl)[1,2,4]triazolo[1,5-c]quinazolin-5-yl]-D-alanyl}piperazine-1-carboxylic acid methyl ester COC(=O)N1CCN(CC1)C([C@H](NC1=NC=2C(=CC=CC2C=2N1N=C(N2)C2=CC=C(C=C2)OC)Br)C)=O